ClC=1C=C(C=CC1C=1NC=CN1)C(=O)[C@@H]1[C@H](C1)C=1N=NNN1 5-[(1S,2S)-2-{[3-chloro-4-(1H-imidazol-2-yl)phenyl]carbonyl}cyclopropyl]-2H-1,2,3,4-tetrazole